ClC1=C(C=C(C=2C3=C(NC12)CCNC(C3C)=O)NC3=NOC=C3C)Cl 7,8-dichloro-1-methyl-10-((4-methylisoxazol-3-yl)amino)-3,4,5,6-tetrahydroazepino[4,5-b]indol-2(1H)-one